diphenylvinyl-dimethyl-tin C1(=CC=CC=C1)C(=C[Sn](C)C)C1=CC=CC=C1